N-methyl-N,N-didodecylammonium [tetra(perfluorophenyl) borate] FC1=C(C(=C(C(=C1F)F)F)F)[B-](C1=C(C(=C(C(=C1F)F)F)F)F)(C1=C(C(=C(C(=C1F)F)F)F)F)C1=C(C(=C(C(=C1F)F)F)F)F.C[NH+](CCCCCCCCCCCC)CCCCCCCCCCCC